C(C1=CC=CC=C1)OC1(CC1)COC1=CC=2N(C=C1S(=O)(=O)C(C)(C)C)C=CN2 7-((1-(benzyloxy)cyclopropyl)methoxy)-6-(tert-butylsulfonyl)imidazo[1,2-a]pyridine